NC1=C(C=CC(=C1)N)COC=C(C)CCC[C@@H](C)[C@H]1CC[C@H]2[C@@H]3CCC4CCCC[C@]4(C)[C@H]3CC[C@]12C (2,4-diaminophenylmethoxy)cholestaneN